2-(difluoromethoxy)pyridin-4-ol ((2-amino-5-chlorophenyl)amino)piperidine-1-carboxylate NC1=C(C=C(C=C1)Cl)NC1N(CCCC1)C(=O)OC1=CC(=NC=C1)OC(F)F